ClC=1C=C(C=CC1F)NC(=O)[C@@H]1N(S(N[C@H](C1)C=1SC(=CN1)C=1N=CN(C1)C)(=O)=O)C (3R,5R)-N-(3-chloro-4-fluorophenyl)-2-methyl-5-(5-(1-methyl-1H-imidazol-4-yl)thiazol-2-yl)-1,2,6-thiadiazinane-3-carboxamide 1,1-dioxide